BrC=1C(=C(C=CC1N)C)C([2H])([2H])[2H] 3-bromo-2-[(2H3)methyl]tolylamine